Glycinamide hydrochloride Cl.NCC(=O)N